ClC1=C(C(=O)NC2=CC(=C(C=C2)F)C)C=C(C=C1)C(C(=O)N1CCC(CC1)O)(F)F 2-chloro-5-(1,1-difluoro-2-(4-hydroxypiperidin-1-yl)-2-oxoethyl)-N-(4-fluoro-3-methylphenyl)benzamide